pyrrole TFA salt OC(=O)C(F)(F)F.N1C=CC=C1